zinc-nickel-gold [Au].[Ni].[Zn]